tert-butyl 4-(2-oxoethyl)piperazine-1-carboxylate O=CCN1CCN(CC1)C(=O)OC(C)(C)C